4-[(tert-butoxycarbonyl)amino]oxane-4-carboxylic acid C(C)(C)(C)OC(=O)NC1(CCOCC1)C(=O)O